7-hydroxy-3-(2-(2-(pyridin-2-ylmethylidene)hydrazino)thiazol-4-yl)-2H-chromen-2-one OC1=CC=C2C=C(C(OC2=C1)=O)C=1N=C(SC1)NN=CC1=NC=CC=C1